C(C)(=O)N1[C@H]([C@H]([C@@H](C2=CC(=CC=C12)C1=CC=C(C=C1)NC(CCCC=C)=O)NC1=NC=C(C=N1)Cl)C)CC N-(4-((2S,3S,4S)-1-acetyl-4-((5-chloropyrimidin-2-yl)amino)-2-ethyl-3-methyl-1,2,3,4-tetrahydroquinolin-6-yl)phenyl)hex-5-enamide